CC1=CC[C@H](CC1)C(C)C (1R,6S)-3-Methyl-6-propan-2-ylcyclohex-2-en